N[C@H]1C2=C(C(N3N(C1=O)CCC3)=O)C=CC=C2 (S)-10-amino-2,3-dihydro-1H,5H-benzo[d]pyrazolo[1,2-a][1,2]diazepine-5,11(10H)-dione